C1(=CC=C(C=C1)C1=NC(=C2N=CN(C2=N1)C1(OCC(C1O)O)C(=O)NC)NCC1=CC=CC=C1)C1=CC=CC=C1 2-([[1,1'-biphenyl]-4-yl]-6-(benzylamino)-9H-purin-9-yl)-3,4-dihydroxy-N-methyltetrahydrofuran-2-carboxamide